C(C)(=O)C1=NC(=C(C=C1C)C)C(C)=O 2,6-diacetyl-3,5-dimethylpyridine